4,5-dimethoxy-3-methylselenoaniline COC1=C(C=C(N)C=C1OC)[Se]C